methyl 2-amino-5-(trifluoromethyl)benzoate NC1=C(C(=O)OC)C=C(C=C1)C(F)(F)F